4-[3-ethyl-4-(4-hydroxyphenyl)hex-2-yl]phenolate C(C)C(C(C)C1=CC=C(C=C1)[O-])C(CC)C1=CC=C(C=C1)O